t-butoxyhexylmethylsilyl-(N-t-butylamino)(2,3,4,5-tetramethylcyclopentadienyl)-titanium dichloride [Cl-].[Cl-].C(C)(C)(C)OCCCCCC[Ti](C1C(=C(C(=C1C)C)C)C)(NC(C)(C)C)[SiH2]C